FC=1C(=NC=C(C1)C(F)(F)F)CNN(C(=O)C1CC1)C N'-((3-fluoro-5-(trifluoromethyl)pyridin-2-yl)methyl)-N-methylcyclopropanecarbohydrazide